(S)-6-(propylamino)-5,6,7,8-tetrahydronaphthalen-1-ol C(CC)N[C@@H]1CC=2C=CC=C(C2CC1)O